CC1C(C1)C(C)=O 1-(2-methylcyclopropyl)ethan-1-one